Cl.CC(CC[C@@H](C(=O)O)N[C@@H](C)C1=CC=CC=C1)(C)C (S)-5,5-dimethyl-2-(((S)-1-phenylethyl)amino)hexanoic acid hydrochloride